O=C(CO)CO 2-oxopropane-1,3-diol